COC=1C=C2SC3=NC(=CN3C2=CC1)C(=O)NC=1C=NC=CC1 10-methoxy-N-(pyridin-3-yl)-7-thia-2,5-diazatricyclo[6.4.0.02,6]dodeca-1(12),3,5,8,10-pentaene-4-carboxamide